2-(4-bromo-2-methyl-pyrazol-3-yl)naphthalene-1,4-dicarbonitrile BrC1=C(N(N=C1)C)C1=C(C2=CC=CC=C2C(=C1)C#N)C#N